4-cyano-2,5-dihydrofuran-3-yl 4-methylbenzenesulfonate CC1=CC=C(C=C1)S(=O)(=O)OC=1COCC1C#N